pyrrole-2(1H)-carboxylic acid tert-butyl ester C(C)(C)(C)OC(=O)C=1NC=CC1